N-(2-(4-(3-(2,4-dihydroxy-5-isopropylphenyl)-5-mercapto-4H-1,2,4-triazol-4-yl)phenoxy)ethyl)acetamide OC1=C(C=C(C(=C1)O)C(C)C)C1=NN=C(N1C1=CC=C(OCCNC(C)=O)C=C1)S